ClC=1C=C(C=2C3=C(NC2C1F)CCN(C3)C(CO)=O)C3=NN(C=C3)C 1-(7-chloro-6-fluoro-9-(1-methyl-1H-pyrazol-3-yl)-1,3,4,5-tetrahydro-2H-pyrido[4,3-b]indol-2-yl)-2-hydroxyethan-1-one